The molecule is a hydroxy fatty acyl-CoA that results from the formal condensation of the thiol group of coenzyme A with the carboxy group of (S)-3-hydroxyisobutyric acid. It has a role as a human metabolite and a mouse metabolite. It is a hydroxy fatty acyl-CoA and a 3-hydroxy fatty acyl-CoA. It derives from an isobutyryl-CoA and a (S)-3-hydroxyisobutyric acid. It is a conjugate acid of a (S)-3-hydroxyisobutyryl-CoA(4-). C[C@@H](CO)C(=O)SCCNC(=O)CCNC(=O)[C@@H](C(C)(C)COP(=O)(O)OP(=O)(O)OC[C@@H]1[C@H]([C@H]([C@@H](O1)N2C=NC3=C(N=CN=C32)N)O)OP(=O)(O)O)O